tert-butyl (3-chloro-4-(1-cyanocyclopropyl)-6-fluoro-9H-pyrido[2,3-b]indol-8-yl)(methyl)carbamate ClC1=C(C2=C(NC3=C(C=C(C=C23)F)N(C(OC(C)(C)C)=O)C)N=C1)C1(CC1)C#N